oxo-phenylbutenamide O=CC=C(C(=O)N)C1=CC=CC=C1